ClC=1C=CC=2N(N1)C=NC(C2C2=C(C=C(C=C2)Cl)Cl)=O 2-chloro-5-(2,4-dichlorophenyl)-6H-pyrimido[1,6-b]pyridazin-6-one